ClC=1C(=NC(=NC1)NC1=C(C=C(C(=C1)C=1C=NN(C1)C)N1CCN(CC1)CCC1CCNCC1)OC)NC=1C(=C2N=CC=NC2=CC1)P(C)(C)=O (6-((5-chloro-2-((2-methoxy-5-(1-methyl-1H-pyrazol-4-yl)-4-(4-(2-(Piperidin-4-yl)ethyl)piperazin-1-yl)phenyl)amino)pyrimidin-4-yl)amino)quinoxalin-5-yl)dimethylphosphine oxide